NC=1CCC([C@@](N1)(CF)C=1C=C(C=CC1F)NC(=O)C1=NC=C(C=C1)F)(F)F (S)-N-(3-(6-amino-3,3-difluoro-2-(fluoromethyl)-2,3,4,5-tetrahydropyridin-2-yl)-4-fluorophenyl)-5-fluoropyridineamide